C(C1=CC=CC=C1)(=O)O[C@H]1[C@@H](CN(CC1)C(=O)OC(C)(C)C)CC |r| (+/-)-tert-butyl trans-4-(benzoyloxy)-3-ethylpiperidine-1-carboxylate